trans-4-amino-N-methyl-cyclohexanecarboxamide hydrochloride Cl.N[C@@H]1CC[C@H](CC1)C(=O)NC